ethyl 2-(o-tolyl)thiazole-4-carboxylate C1(=C(C=CC=C1)C=1SC=C(N1)C(=O)OCC)C